5-chloro-3-(3,5-difluoro-4-hydroxybenzamido)-N-(2-(trifluoromethyl)phenethyl)thiophene-2-carboxamide ClC1=CC(=C(S1)C(=O)NCCC1=C(C=CC=C1)C(F)(F)F)NC(C1=CC(=C(C(=C1)F)O)F)=O